FC=1C(=CC2=C(N(C(N2C2=NC(=NS2)C)=O)C)C1)S(=O)(=O)NC1(CC1)C 6-fluoro-1-methyl-N-(1-methylcyclopropyl)-3-(3-methyl-1,2,4-thiadiazol-5-yl)-2-oxo-benzimidazole-5-sulfonamide